OC1=C(CC2=C(C(=CC(=C2C)C)CC2=C(C=C(C=C2)O)O)O)C=CC(=C1)O 2,6-Bis(2,4-dihydroxybenzyl)-3,4-dimethylphenol